CC(CCO)CC\C=C(/CC)\C (Z)-3,7-dimethylnon-6-en-1-ol